C(C1=CC=CC=C1)NO N-benzylhydroxylamine